(4,4-difluoro-1-methylpyrrolidin-3-yl)-2-[(4-methyl-2H-1,2,3-triazol-2-yl)methyl]-1H-imidazo[4,5-c]quinoline-8-carbonitrile FC1(C(CN(C1)C)N1C(=NC=2C=NC=3C=CC(=CC3C21)C#N)CN2N=CC(=N2)C)F